2-(4-(2-(((S)-1-methylpyrrolidin-2-yl)methoxy)-7-(naphthalen-1-yl)-5,6,7,8-tetrahydroquinazolin-4-yl)piperazin-2-yl)acetonitrile CN1[C@@H](CCC1)COC1=NC=2CC(CCC2C(=N1)N1CC(NCC1)CC#N)C1=CC=CC2=CC=CC=C12